(S)-4-((cyclopropyl(isopropyl)amino)methyl)-9-ethyl-9-hydroxy-2,3,12,15-tetrahydro-1H,7H,13H-pyrano[3',4':6,7]indolizino[2,1-b]pyridino[3,2,1-ij]quinoline-7,10,13(9H)-trione C1(CC1)N(C(C)C)CC1=CC=C2C(C3=C(N4C2=C1CCC4)CN4C(C1=C(C=C43)[C@@](C(OC1)=O)(O)CC)=O)=O